CC1=NC(=CC=C1C=1C(=C(C#N)C(=C(C1N1C2=CC=CC=C2C=2C=C(C=CC12)C)N1C2=CC=CC=C2C=2C=C(C=CC12)C)N1C2=CC=CC=C2C=2C=C(C=CC12)C)N1C2=CC=CC=C2C=2C=C(C=CC12)C)C 3-(2,6-dimethylpyridin-3-yl)-2,4,5,6-tetrakis(3-methyl-9H-carbazol-9-yl)benzonitrile